N[C@@H]1[C@@H](OCC12CCN(CC2)C=2N=CC(=NC2)SC=2C(=C1C(N(C=NC1=CC2)CCCF)=O)Cl)C 6-((5-((3S,4S)-4-amino-3-methyl-2-oxa-8-azaspiro[4.5]decan-8-yl)pyrazin-2-yl)thio)-5-chloro-3-(3-fluoropropyl)quinazolin-4(3H)-one